FC1=C(C(=CC(=C1)CN1CCN(CC1)CCOC)O)N1CC(NS1(=O)=O)=O 5-(2-fluoro-6-hydroxy-4-((4-(2-methoxyethyl)piperazin-1-yl)methyl)phenyl)-1,2,5-thiadiazolidin-3-one 1,1-dioxide